2-trifluoromethyl-5-bis(methylsulfonyl)aminomethyl-benzenesulfonamide FC(C1=C(C=C(C=C1)CN(S(=O)(=O)C)S(=O)(=O)C)S(=O)(=O)N)(F)F